NCCC(CCC(CCC(CCC(CCC(CCC(CCC(CCC)=O)=O)=O)=O)=O)=O)=O 1-amino-3,6,9,12,15,18,21-heptaoxotetracosane